[Si](C1=CC=CC=C1)(C1=CC=CC=C1)(C(C)(C)C)O[C@@H]1C[C@@]2(CCCN2C1)COC=1N=C(C2=C(N1)C(=C(N=C2)Cl)F)N2CCCCC2 2-(((2R,7aS)-2-((tert-butyldiphenylsilyl)oxy)hexahydro-1H-pyrrolizin-7a-yl)methoxy)-7-chloro-8-fluoro-4-(piperidin-1-yl)pyrido[4,3-d]pyrimidine